N1(C=NC=C1)C=1C=CC(=C(C1)O)C1=CN=C(N=N1)C(=C)C1CCNCC1 5-(1H-imidazol-1-yl)-2-(3-(1-(piperidin-4-yl)vinyl)-1,2,4-triazin-6-yl)phenol